N1(N=CC=C1)C1=CC=C(CN(C2=C(C(=NC=N2)NCC2C(CN(CC2)CC(=O)N)O)F)C2CC2)C=C1 2-(4-(((6-((4-(1H-pyrazol-1-yl)benzyl)(cyclopropyl)amino)-5-fluoropyrimidin-4-yl)amino)methyl)-3-hydroxypiperidin-1-yl)acetamide